6-{4-[(1-{[4-(propan-2-yl)phenyl]carbamoyl}-DL-prolyl)amino]phenyl}pyridine-3-carboxylic acid CC(C)C1=CC=C(C=C1)NC(=O)N1[C@@H](CCC1)C(=O)NC1=CC=C(C=C1)C1=CC=C(C=N1)C(=O)O |r|